6-chloro-5-fluoro-1-(6-fluoropyridin-3-yl)-2',7-dimethyl-1H,2'H-3,4'-biindazole ClC1=C(C=C2C(=NN(C2=C1C)C=1C=NC(=CC1)F)C=1C2=CN(N=C2C=CC1)C)F